C1(=CC=CC=C1)C1=NC(=NC(=N1)C1=CC=CC=C1)C=1C=C(C=CC1)C(C(=O)O)=C (3-(4,6-diphenyl-1,3,5-triazin-2-yl)phenyl)acrylic acid